3-(3,5-dimethyl-1-(3-methyl-[1,2,4]triazolo[4,3-b]pyridazin-6-yl)-1H-pyrazol-4-yl)-1-(4-(2-phenylpropan-2-yl)piperazin-1-yl)propan-1-one CC1=NN(C(=C1CCC(=O)N1CCN(CC1)C(C)(C)C1=CC=CC=C1)C)C=1C=CC=2N(N1)C(=NN2)C